N-([1,1'-biphenyl]-3-yl)thiazole-5-carboxamide C1(=CC(=CC=C1)NC(=O)C1=CN=CS1)C1=CC=CC=C1